2,3-Dimethoxy-2'-hydroxychalcone COC1=C(C=CC=C1OC)\C=C\C(=O)C1=C(C=CC=C1)O